C1(=C2C(=CC=C1)O2)[Si]F epoxyphenyl-fluorosilicon